methyl (8-hydroxy-7-nitroquinolin-4-yl)-L-prolinate OC=1C(=CC=C2C(=CC=NC12)N1[C@@H](CCC1)C(=O)OC)[N+](=O)[O-]